N-(2-((2-(dimethylamino)ethyl)(methyl)amino)-4-methoxy-5-((4-(1-methylimidazo[1,5-a]-pyridin-3-yl)pyrimidin-2-yl)amino)phenyl)acrylamide CN(CCN(C1=C(C=C(C(=C1)OC)NC1=NC=CC(=N1)C1=NC(=C2N1C=CC=C2)C)NC(C=C)=O)C)C